1,3,5-trimethyl-2-(trichloromethyl)-benzene CC1=C(C(=CC(=C1)C)C)C(Cl)(Cl)Cl